α-methyl-thiobutyrolactone CC1C(=S)OCC1